N1C(=NC2=C1C=CC=C2)C=2C(=CC=C1C=C(C(NC21)=O)C(=O)NC2CS(C=C2)(=O)=O)C2CCC2 8-((R)-1H-benzo[d]imidazol-2-yl)-7-cyclobutyl-N-(1,1-dioxido-2,3-dihydrothiophen-3-yl)-2-oxo-1,2-dihydroquinoline-3-carboxamide